COC(C1=C(C=C(C(=C1)NC1COCC1)F)[N+](=O)[O-])=O 4-fluoro-2-nitro-5-((tetrahydrofuran-3-yl)amino)benzoic acid methyl ester